7-bromo-8-fluoro-2,4,6-trichloroquinazoline BrC1=C(C=C2C(=NC(=NC2=C1F)Cl)Cl)Cl